5-oxo-4-(4-trifluoromethylbenzyl)-4,5,8,9-tetrahydrothieno[3,2-c][2,7]naphthyridine O=C1N(C2=C(C=3CCN=CC13)SC=C2)CC2=CC=C(C=C2)C(F)(F)F